tert-butyl (3aR,5s,6aS)-5-((1-(2,2-difluoroethyl)-1H-pyrazolo[3,4-b]pyrazin-6-yl)amino)hexahydrocyclopenta[c]pyrrole-2(1H)-carboxylate FC(CN1N=CC=2C1=NC(=CN2)NC2C[C@@H]1[C@@H](CN(C1)C(=O)OC(C)(C)C)C2)F